methyl (2S)-3-[(3S)-2-oxopyrrolidin-3-yl]-2-[[(1S)-1,2,3,4-tetrahydroisoquinoline-1-carbonyl]amino]propanoate O=C1NCC[C@H]1C[C@@H](C(=O)OC)NC(=O)[C@H]1NCCC2=CC=CC=C12